[Si](C)(C)(C(C)(C)C)OCC(CN1C(CC(C1)C1=C(C(=CC=C1OCOCC[Si](C)(C)C)Cl)Cl)=S)(F)F 1-(3-((tert-butyldimethylsilyl)oxy)-2,2-difluoropropyl)-4-(2,3-dichloro-6-((2-(trimethylsilyl)ethoxy)methoxy)phenyl)pyrrolidine-2-thione